BrC=1C=C2C(=C(C=NC2=CC1)C1=CC(=CC(=C1)F)F)N1CCC(CC1)NCCNC(OC(C)(C)C)=O tert-butyl (2-((1-(6-bromo-3-(3,5-difluorophenyl)quinolin-4-yl)piperidin-4-yl)amino)ethyl)-carbamate